NC1=C(C(=C(C(=C1[N+](=O)[O-])[N+](=O)[O-])[N+](=O)[O-])N)N trisaminotrinitrobenzene